C1=C[C@H]([C@H](C(=C1)CCC(=O)[O-])O)O The molecule is the anion resulting from the removal of a proton from the carboxylic acid group of 3-(cis-5,6-dihydroxycyclohexa-1,3-dienyl)propanoic acid. It is a monocarboxylic acid anion and a cyclohexadienediol. It is a conjugate base of a 3-(cis-5,6-dihydroxycyclohexa-1,3-dienyl)propanoic acid.